Rac-(4R)-4,8-dimethyl-1-[2-methyl-5-(1-methylpyrazol-4-yl)phenyl]sulfonyl-3,4-dihydro-2H-quinoline C[C@@H]1CCN(C2=C(C=CC=C12)C)S(=O)(=O)C1=C(C=CC(=C1)C=1C=NN(C1)C)C |r|